NCCCCC(C)N1C(=NC2=C1C(=CC=C2)C2=NN(C=N2)C)NC(=O)C=2C=C(C(=O)O)C=CC2 3-((1-(6-aminohexan-2-yl)-7-(1-methyl-1H-1,2,4-triazol-3-yl)-1H-benzo[d]imidazol-2-yl)carbamoyl)benzoic acid